4-chloro-5-[4-[4-fluoro-2-(trifluoromethyl)phenoxy]-2-[(1S)-1-hydroxyethyl]-5H,6H,7H,8H-pyrido[3,4-d]pyrimidin-7-yl]-2,3-dihydropyridazin-3-one ClC=1C(NN=CC1N1CC=2N=C(N=C(C2CC1)OC1=C(C=C(C=C1)F)C(F)(F)F)[C@H](C)O)=O